Methyl (S)-2-(4-bromo-2-fluorobenzyl)-1-(4,4-dimethyltetrahydrofuran-3-yl)-1H-benzo[d]imidazole-6-carboxylate BrC1=CC(=C(CC2=NC3=C(N2[C@@H]2COCC2(C)C)C=C(C=C3)C(=O)OC)C=C1)F